ClC1=C(C=C(C(=C1)Cl)Cl)C1=C(C=C(C(=C1)Cl)Cl)Cl 2,2',4,4',5,5'-Hexachlorobiphenyl